6-((1H-pyrazol-4-yl)sulfonyl)-2-((4-chloro-1,5-dimethyl-1H-pyrazol-3-yl)methyl)phthalazin-1(2H)-one N1N=CC(=C1)S(=O)(=O)C=1C=C2C=NN(C(C2=CC1)=O)CC1=NN(C(=C1Cl)C)C